CN(C1=CC=CC=C1)C=O N-Methyl-formanilid